S1C=NC2=C1C=CC(=C2)OC2=C(C=C(C=C2)NC=2C1=C(N=CN2)C=CC(=N1)N1CCN(CC1)C(C=C)=O)C 1-(4-(4-((4-(benzo[d]thiazol-5-yloxy)-3-methylphenyl)amino)pyrido[3,2-d]pyrimidin-6-yl)piperazin-1-yl)prop-2-en-1-one